2-(2-(ethylsulfanyl)pyrazolo[1,5-a]pyrimidin-3-yl)-5-((trifluoromethyl)thio)benzo[d]oxazole C(C)SC1=NN2C(N=CC=C2)=C1C=1OC2=C(N1)C=C(C=C2)SC(F)(F)F